4-(2-(Trifluoromethyl)pyridin-4-yl)but-3-ynoic acid methyl ester COC(CC#CC1=CC(=NC=C1)C(F)(F)F)=O